ClC=1C=CC2=C(C(CC(O2)C(NC23CC(C2)(C3)NC(COC3=CC(=C(C=C3)Cl)F)=O)=O)NC3(CC3)C(=O)O)C1 1-{[6-chloro-2-({3-[2-(4-chloro-3-fluorophenoxy)acetamido]bicyclo[1.1.1]pentan-1-yl}carbamoyl)-3,4-dihydro-2H-1-benzopyran-4-yl]amino}cyclopropane-1-carboxylic acid